sodium (((((1,3-dihydroxy-2-(hydroxymethyl) propan-2-yl)azanediyl)bis(methylene))bis(pyridine-6,3-diyl))bis(methylene))bis(phosphonate) OCC(CO)(CO)N(CC1=CC=C(C=N1)CP([O-])([O-])=O)CC1=CC=C(C=N1)CP([O-])([O-])=O.[Na+].[Na+].[Na+].[Na+]